CC1=CC=C(C=C1)S(=O)(=O)OC(CCCC)OS(=O)(=O)C1=CC=C(C)C=C1 pentanediol di(p-toluenesulfonate)